3-chloro-N-(4-(chlorodifluoromethoxy)phenyl)-1-isopropyl-7-(pyrimidin-5-yl)-1H-indole-5-carboxamide ClC1=CN(C2=C(C=C(C=C12)C(=O)NC1=CC=C(C=C1)OC(F)(F)Cl)C=1C=NC=NC1)C(C)C